C(C1=CC=CC=C1)OC=1C(=C2C=C(C=NC2=CC1)Br)B(O)O (6-(benzyloxy)-3-bromoquinoline-5-yl)boronic acid